2-(3-Fluorophenyl)-N-[(2R)-3-hydroxy-3-methylbutan-2-yl]-3-oxo-6-[6-(trifluoromethyl)pyridin-3-yl]-2,3-dihydropyridazin-4-carboxamid FC=1C=C(C=CC1)N1N=C(C=C(C1=O)C(=O)N[C@H](C)C(C)(C)O)C=1C=NC(=CC1)C(F)(F)F